[Si](C)(C)(C(C)(C)C)OC(C)(C)C1=CC(=NC(=C1F)Cl)C(C=C)(CCCCCl)O 3-(4-(2-((tert-butyldimethylsilyl)oxy)propan-2-yl)-6-chloro-5-fluoropyridin-2-yl)-7-chlorohept-1-en-3-ol